N-[3-[(3-Fluorophenoxy)methyl]phenyl]-2,3-dihydro-2-oxo-1H-imidazole-4-carboxamide FC=1C=C(OCC=2C=C(C=CC2)NC(=O)C=2NC(NC2)=O)C=CC1